N1=C2C(=C(C=C1)C=1C=C3C(=NNC3=CC1)N)C=1CNCCC1N2 5-(6,7,8,9-Tetrahydro-5H-pyrrolo[2,3-b:4,5-c']dipyridin-4-yl)-1H-indazol-3-amine